6-chloro-8-(1-hydroxyethyl)-2-isoindolin-2-yl-chromen-4-one ClC=1C=C2C(C=C(OC2=C(C1)C(C)O)N1CC2=CC=CC=C2C1)=O